FC1=C(N)C(=CC(=C1)F)C#CC1=C(C(=C(C(=C1[2H])[2H])F)[2H])[2H] 2,4-difluoro-6-((4-fluorophenyl-2,3,5,6-d4)ethynyl)aniline